COC1=NN2C(C(N(CCC2)CC2=C(C=C(C=C2)O[C@@H](CCNC)C=2SC=CC2)C)=O)=C1 (S)-2-methoxy-5-(2-methyl-4-(3-(methylamino)-1-(thiophen-2-yl)propoxy)benzyl)-5,6,7,8-tetrahydro-4H-pyrazolo[1,5-a][1,4]diazepin-4-one